ClC1=CC=C(C=C1)COC1=NN=C(S1)NC(=O)C1=C(C=NC=C1)C1=CC=CC=2NCCOC21 N-[5-[(4-chlorophenyl)methoxy]-1,3,4-thiadiazol-2-yl]-3-(3,4-dihydro-2H-1,4-benzoxazin-8-yl)pyridine-4-carboxamide